[Si](C)(C)(C(C)(C)C)NS(=O)(=O)C1=CC=C(C=C1)OC1=CC=NC2=CC(=CC=C12)OC N-(tert-butyldimethylsilyl)-4-((7-methoxyquinolin-4-yl)oxy)benzenesulfonamide